FCCCCCSC1=CC(=C(C=C1OC)CC(CC)NC(OCC1=CC=CC=C1)=O)OC benzyl (1-(4-((5-fluoropentyl)thio)-2,5-dimethoxyphenyl)butan-2-yl)carbamate